C(C)(C)(C)OC(=O)N1CCC2(CN(C2)C2=CC3=C(N(C(N3C)=O)C3C(NC(CC3)=O)=O)C=C2)CC1.C(C)(C)(C)OC1(C([Te]CCC1)(OC(C)(C)C)OC(C)(C)C)OC(C)(C)C Tetrakis(Tert-Butyloxy)Tellurane tert-butyl-2-[1-(2,6-dioxo-3-piperidyl)-3-methyl-2-oxo-benzimidazol-5-yl]-2,7-diazaspiro[3.5]nonane-7-carboxylate